3-Methyl-4-oxo-3,4-dihydroquinazolin-8-carbaldehyde CN1C=NC2=C(C=CC=C2C1=O)C=O